C(CCCCCCCCCCCCCCC)C1CCCCCCCC1 n-hexadecyl-cyclononane